(6-Bromopyridin-2-yl)methyl (S)-3-cyclopropyl-2-(2-((S)-1-(2,3-difluorobenzyl)-5-oxopyrrolidin-2-yl)acetamido)propanoate C1(CC1)C[C@@H](C(=O)OCC1=NC(=CC=C1)Br)NC(C[C@H]1N(C(CC1)=O)CC1=C(C(=CC=C1)F)F)=O